2,3,4,5-tetrakis(7H-benzo[c]carbazol-7-yl)-6-(2,6-diphenylpyridin-3-yl)benzonitrile C1=CC=CC=2C=CC=3N(C=4C=CC=CC4C3C21)C2=C(C#N)C(=C(C(=C2N2C=1C=CC=CC1C=1C3=C(C=CC21)C=CC=C3)N3C=2C=CC=CC2C=2C1=C(C=CC32)C=CC=C1)N1C=3C=CC=CC3C=3C2=C(C=CC13)C=CC=C2)C=2C(=NC(=CC2)C2=CC=CC=C2)C2=CC=CC=C2